ClC=1C=C2C(=NC(N3C2=C(C1C1=C(C=C(C=C1)F)F)SCC3)=O)N3[C@H](CN(CC3)C(=O)OC(C)(C)C)CS(=O)(=O)C tert-butyl (3R)-4-(9-chloro-10-(2,4-difluorophenyl)-5-oxo-2,3-dihydro-5H-[1,4]thiazino[2,3,4-ij]quinazolin-7-yl)-3-((methylsulfonyl)methyl)piperazine-1-carboxylate